[(3S)-trans-3-(3,5-difluorophenyl)isoxazolidin-2-yl]-(3-hydroxycyclobutyl)methanone FC=1C=C(C=C(C1)F)[C@H]1N(OCC1)C(=O)C1CC(C1)O